1,1,2,2-tetrafluoro-n-octyl (1,1,2,2-tetrafluoro-n-propyl) ether FC(C(C)(F)F)(F)OC(C(CCCCCC)(F)F)(F)F